BrC1=CC=C(C=C1)[C@@H](C)NC(C)=O (R)-N-(1-(4-bromophenyl)ethyl)acetamide